2,4,6-Trimethyl-2,4,6-trivinylcyclotrisilazan C[Si]1(N[Si](N[Si](N1)(C=C)C)(C=C)C)C=C